2-(3-chloro-1-methyl-1H-pyrazol-4-yl)-N-(8-isopropyl-5-((2R,3S)-2-methyl-3-((methanesulfonyl)methyl)azetidin-1-yl)quinazolin-2-yl)thiazol-5-amine ClC1=NN(C=C1C=1SC(=CN1)NC1=NC2=C(C=CC(=C2C=N1)N1[C@@H]([C@H](C1)CS(=O)(=O)C)C)C(C)C)C